FC1(CCN(CC1)C1=NC2=CC(=C(C=C2C(=N1)N[C@@H]1NCCCC1)OC)OCCCN1CCCC1)F (S)-2-(4,4-difluoropiperidin-1-yl)-6-methoxy-N-(piperidin-2-yl)-7-(3-(pyrrolidin-1-yl)propoxy)quinazolin-4-amine